3-[4-(4-fluorophenyl) phenyl]Propionate FC1=CC=C(C=C1)C1=CC=C(C=C1)CCC(=O)[O-]